ClC1=CC=C(C=C1)N(C(=O)SC[C@H](NC(CC[C@H](N)C(=O)O)=O)C(=O)NCC(=O)O)O S-(N-p-chlorophenyl-N-hydroxycarbamoyl)glutathione